ClC1=NC(=C(C=C1[N+](=O)[O-])C)C 2-Chloro-5,6-dimethyl-3-nitropyridine